4-nitrobenzene (R)-(1-(thiophen-2-yl)ethyl)carbamate S1C(=CC=C1)[C@@H](C)NC(O)=O.[N+](=O)([O-])C1=CC=CC=C1